5-(2-methyl-4-phenoxyphenyl)-N-((1S)-3-(methylamino)cyclopentyl)-4-oxo-4,5-dihydro-3H-1-thia-3,5,8-triazaacenaphthylene-2-carboxamide CC1=C(C=CC(=C1)OC1=CC=CC=C1)N1C(NC2=C(SC=3N=CC=C1C32)C(=O)N[C@@H]3CC(CC3)NC)=O